(N-[4-amino-5-[4-[2-oxo-2-[2-(1-piperidyl)ethylamino]ethoxy]benzoyl]thiazol-2-yl]-4-fluoro-anilino)propanamide NC=1N=C(SC1C(C1=CC=C(C=C1)OCC(NCCN1CCCCC1)=O)=O)N(C1=CC=C(C=C1)F)C(C(=O)N)C